CN(S(=O)(=O)C1=CC(=C(C=C1)[N+](=O)[O-])OC)CCOCCOCCOCCNC(OC(C)(C)C)=O tert-butyl N-[2-(2-{2-[2-(N-methyl-3-methoxy-4-nitrobenzenesulfonamido)ethoxy]ethoxy}ethoxy)ethyl]carbamate